2-(4-aminophenyl)-2-propylbenzene NC1=CC=C(C=C1)C1(CC=CC=C1)CCC